Titanium dioxide iridium [Ir+3].[O-2].[O-2].[Ti+4]